5-bromo-3-(4-pyridyl)isothiazole BrC1=CC(=NS1)C1=CC=NC=C1